(S)-2-(3-aminoprop-1-yn-1-yl)-4-(2-(4-(4-chlorophenyl)-2,3,9-trimethyl-6H-thieno[3,2-f][1,2,4]triazolo[4,3-a][1,4]diazepin-6-yl)acetamido)benzyl dimethyl phosphate P(=O)(OCC1=C(C=C(C=C1)NC(C[C@H]1C=2N(C3=C(C(=N1)C1=CC=C(C=C1)Cl)C(=C(S3)C)C)C(=NN2)C)=O)C#CCN)(OC)OC